Methyl (4aR,6R,7R,8S,8aR)-7-acetoxy-8-(4-(4-chloro-3,5-difluorophenyl)-1H-1,2,3-triazol-1-yl)-2-phenylhexahydropyrano[3,2-d][1,3]dioxine-6-carboxylate C(C)(=O)O[C@@H]1[C@H]([C@H]2OC(OC[C@H]2O[C@H]1C(=O)OC)C1=CC=CC=C1)N1N=NC(=C1)C1=CC(=C(C(=C1)F)Cl)F